benzo{a}anthracene C1=CC=CC=2C1=C1C=C3C=CC=CC3=CC1=CC2